3-chloro-2,6-difluorobenzenesulfonyl chloride ClC=1C(=C(C(=CC1)F)S(=O)(=O)Cl)F